N-(2-(3-(4-(difluoromethyl)-5-isopropoxy-pyridin-2-yl)-1,2,4-thiadiazol-5-ylamino)pyridin-3-yl)-N-methylacetamide FC(C1=CC(=NC=C1OC(C)C)C1=NSC(=N1)NC1=NC=CC=C1N(C(C)=O)C)F